(S)-2-((((9H-fluoren-9-yl)methoxy)carbonyl)amino)-3-(1-methyl-4,5,6,7-tetrahydro-1H-indazol-3-yl)propanoic acid C1=CC=CC=2C3=CC=CC=C3C(C12)COC(=O)N[C@H](C(=O)O)CC1=NN(C=2CCCCC12)C